COC(CC12C3C4C5(C(C14)C2C53)C(=O)O)=O (1r,2R,3r,8S)-4-(2-methoxy-2-oxoethyl)cubane-1-carboxylic acid